FC1=CC(=C2C=CN(C2=C1)C)C 6-fluoro-1,4-dimethyl-indole